(R,Z)-N-(4-((4-([1,2,4]triazolo[1,5-a]pyridin-7-yloxy)-5-cyclopropyl-2-methoxyphenyl)amino)-7-methoxy-quinazolin-6-yl)-2-fluoro-3-(1-methylpyrrolidin-2-yl)acrylamide N=1C=NN2C1C=C(C=C2)OC2=CC(=C(C=C2C2CC2)NC2=NC=NC1=CC(=C(C=C21)NC(/C(=C/[C@@H]2N(CCC2)C)/F)=O)OC)OC